NCCC[Si](OCC)(OCC)OCC 3-amino-propyltriethoxysilane